CN1C(C=2NC=3CCCCC3C2C=C1)=O 2-methyl-2,5,6,7,8,9-hexahydro-1H-pyrido[3,4-b]indol-1-one